7-bromo-2-(bromomethyl)quinoxaline BrC1=CC=C2N=CC(=NC2=C1)CBr